FC1=CC=C(C=C1)[C@@H](C(=O)O)O (S)-2-(4-fluorophenyl)-2-hydroxyacetic acid